C1(CCCCC1)CC=1C=C(C=C(C1OC)C1=CC=CC=C1)N1N=C(C(C1=O)C(=O)NC1=CC(=CC=C1)C(C)(F)F)C 1-(5-(cyclohexylmethyl)-6-methoxy-[1,1'-biphenyl]-3-yl)-N-(3-(1,1-difluoroethyl)phenyl)-3-methyl-5-oxo-4,5-dihydro-1H-pyrazole-4-carboxamide